indancarbaldehyde C1(CCC2=CC=CC=C12)C=O